4-Heptanon CCCC(CCC)=O